4-thiazolidineformic acid S1CNC(C1)C(=O)O